ClC1=CC(=NC=N1)OCC(=O)C1=CC=CC=C1 2-(6-chloropyrimidin-4-yloxy)-1-phenylethanone